2-((3-cyclohexyl-1-methyl-1H-pyrazol-5-yl)sulfonyl)-6-(tetrahydro-2H-pyran-4-yl)-2,6-diazaspiro[3.3]heptane C1(CCCCC1)C1=NN(C(=C1)S(=O)(=O)N1CC2(C1)CN(C2)C2CCOCC2)C